4-(((1R,2S)-2-(2,2-difluoroethoxy)cyclobutyl)amino)-3-methoxy-N-(5-(5-methyl-1H-pyrazol-1-yl)-1,3,4-thiadiazol-2-yl)-2-oxo-2H-pyran-6-carboxamide 2,2,2-trifluoroacetate FC(C(=O)O)(F)F.FC(CO[C@@H]1[C@@H](CC1)NC1=C(C(OC(=C1)C(=O)NC=1SC(=NN1)N1N=CC=C1C)=O)OC)F